((4'-(2-methylpyridin-4-yl)-[1,1'-biphenyl]-4-yl)oxy)-1H-1,2,3-triazole-4-carboxylic acid CC1=NC=CC(=C1)C1=CC=C(C=C1)C1=CC=C(C=C1)ON1N=NC(=C1)C(=O)O